[N+](=O)([O-])N1CNCC1 N-nitroimidazolidine